BrCC1=CC(=C2C=CC(=NC2=C1)N(C(OC(C)(C)C)=O)C(=O)OC(C)(C)C)Cl tert-Butyl N-[7-(bromomethyl)-5-chloroquinolin-2-yl]-N-[(tert-butoxy)carbonyl]carbamate